ClC1=CC(=C2C(C(=CN(C2=N1)C1=NC(=NS1)C=1C=NC=NC1)C(=O)OCC)=O)C ethyl 7-chloro-5-methyl-4-oxo-1-[3-(pyrimidin-5-yl)-1,2,4-thiadiazol-5-yl]-1,4-dihydro-1,8-naphthyridine-3-carboxylate